BrC=1C=C(C=C2C(=CC(=NC12)N1CCOCC1)C#N)C 8-bromo-6-methyl-2-(morpholin-4-yl)quinoline-4-carbonitrile